C1(=CC=CC=C1)C1=CC(=C(C=C1C1(CN(CC1)C(=O)N)C1=NC=NS1)F)C (6-phenyl)-3-(3-fluoro-4-methylphenyl)-3-(1,2,4-thiadiazol-5-yl)pyrrolidine-1-carboxamide